(4-(4-methoxypiperidin-4-yl)phenyl)(4-(4-(methylthio)phenyl)piperidin-1-yl)methanone COC1(CCNCC1)C1=CC=C(C=C1)C(=O)N1CCC(CC1)C1=CC=C(C=C1)SC